1-Cyclohexyl-3-hydroxy-4-(3-oxo-2-phenylindolin-2-yl)pyrrolidine-2,5-dione C1(CCCCC1)N1C(C(C(C1=O)C1(NC2=CC=CC=C2C1=O)C1=CC=CC=C1)O)=O